N-allyl-N-(1-propenyl)acetamide C(C=C)N(C(C)=O)C=CC